3-(3-cyano-6-(1-methyl-1H-pyrazol-4-yl)pyrazolo[1,5-a]pyridin-4-yl)-N-((6-(4-fluoro-1H-pyrazol-1-yl)pyridin-3-yl)methyl)-2,5-dihydro-1H-pyrrole-1-carboxamide C(#N)C=1C=NN2C1C(=CC(=C2)C=2C=NN(C2)C)C=2CN(CC2)C(=O)NCC=2C=NC(=CC2)N2N=CC(=C2)F